SCCCC=1C=C(C=CC1OCCCS)C(C(F)(F)F)(C(F)(F)F)C1=CC(=C(C=C1)OCCCS)CCCS bis[3-(3-mercaptopropyl)-4-(3-mercaptopropoxy)phenyl]hexafluoropropane